CCCCCC/C=C\CCCCCCCC(=O)OC[C@H](COP(=O)(O)OC[C@@H](C(=O)O)N)OC(=O)CCCCCCCCCCC/C=C\C/C=C\CCCCC 1-(9Z-hexadecenoyl)-2-(13Z,16Z-docosadienoyl)-glycero-3-phosphoserine